NC=1C(=C(C2=C(N=C(O2)C2=CC=C(C=C2)C)C1)Cl)C(C)(C)O 2-(5-amino-7-chloro-2-(p-tolyl)benzoxazol-6-yl)propan-2-ol